4,4,5,5-tetramethyl-2-(4-(naphthalen-4-yl)phenyl)-1,3,2-dioxaborolane CC1(OB(OC1(C)C)C1=CC=C(C=C1)C1=CC=CC2=CC=CC=C12)C